CN(C1=NC(=C2NC=NC2=N1)N)C N2,N2-dimethyl-7H-purine-2,6-diamine